3,3-difluoro-N-(6-(8-methyl-4-oxo-4H-pyrimido[1,2-b]pyridazin-7-yl)-5,6,7,8-tetrahydro-1,6-naphthyridin-3-yl)cyclobutane-1-carboxamide FC1(CC(C1)C(=O)NC=1C=NC=2CCN(CC2C1)C=1C(=CC=2N(N1)C(C=CN2)=O)C)F